C(C)(C)(C)OC(N(C(=O)OC(C)(C)C)C1=NC=C(N=C1C1=CC(=NO1)C1=CC=C(C=C1)CN)C1=CC=C(C=C1)S(=O)(=O)C(C)C)=O tert-butyl(3-(3-(4-(aminomethyl)phenyl)isoxazol-5-yl)-5-(4-(isopropylsulfonyl)phenyl)pyrazin-2-yl)(tert-butoxycarbonyl)carbamate